N-butyl-indole C(CCC)N1C=CC2=CC=CC=C12